(1-(4-(3-amino-5-((3S,4S)-4-amino-3-methyl-2-oxa-8-azaspiro[4.5]decan-8-yl)pyrazin-2-ylthio)-3-chloropyridin-2-yl)pyrrolidin-2-yl)methanol NC=1C(=NC=C(N1)N1CCC2([C@@H]([C@@H](OC2)C)N)CC1)SC1=C(C(=NC=C1)N1C(CCC1)CO)Cl